F[C@@H]1CN(CC[C@@H]1OC([2H])([2H])[2H])C1=NC=CC(=N1)NC=1N=CC2=C(N=CC(=C2C1)C(C)C)N1[C@@H]([C@H](C1)CS(=O)(=O)C)C N-{2-[(3R,4S)-3-fluoro-4-(2H3)methoxy-piperidin-1-yl]pyrimidin-4-yl}-8-[(2R,3S)-3-(methanesulfonyl-methyl)-2-methylazetidin-1-yl]-5-(propan-2-yl)-2,7-naphthyridin-3-amine